COC=1C=C(CNC(=O)NC2=CC(=CC=C2)OC(F)(F)F)C=CC1OCC1=NC=CC(=C1C)OCC(F)(F)F 1-{3-methoxy-4-{[3-methyl-4-(2,2,2-trifluoroethoxy)pyridin-2-yl]methoxy}benzyl}-3-(3-trifluoromethoxyphenyl)urea